FC=1C=C(C=CC1N1CCC(CC1)N1CCN(CC1)C)NC1=NC=C(C(=N1)N1OCCC1C1=CC=CC=C1)C(F)(F)F N-(3-fluoro-4-(4-(4-methylpiperazin-1-yl)piperidin-1-yl)phenyl)-4-(3-phenylisooxazolidin-2-yl)-5-(trifluoromethyl)pyrimidin-2-amine